ClC=1C=C2C(C(NC2=CC1)(C1=CC=CC=C1)C1C(N(C(C1O)=O)C)=O)=O 3-(5-Chloro-3-oxo-2-phenylindolin-2-yl)-4-hydroxy-1-methylpyrrolidine-2,5-dione